2-(7-((2S,5R)-2,5-diethyl-4-(4-(trifluoromethoxy)benzyl)piperazin-1-yl)-4-methyl-5-oxo-4,5-dihydro-2H-pyrazolo[4,3-b]pyridin-2-yl)acetonitrile C(C)[C@@H]1N(C[C@H](N(C1)CC1=CC=C(C=C1)OC(F)(F)F)CC)C=1C=2C(N(C(C1)=O)C)=CN(N2)CC#N